N-(3-dimethylaminopropyl)propylenediamine CN(CCCNCC(C)N)C